COC(C1=C(C(=NC=C1)C(F)(F)F)NC1=C(C=C(C=C1)F)CC=C)=O ((2-allyl-4-fluorophenyl)amino)-2-(trifluoromethyl)isonicotinic acid methyl ester